2-chloro-4-(1,6-dimethyl-1H-indazol-7-yl)-7,7-dimethyl-7,8-dihydro-5H-pyrano[4,3-b]pyridine-3-carbaldehyde ClC1=C(C(=C2C(=N1)CC(OC2)(C)C)C=2C(=CC=C1C=NN(C21)C)C)C=O